2,5-dihydrophenylglycine methyl ester hydrochloride Cl.COC(C(N)C=1CC=CCC1)=O